C(C1=CC=CC=C1)OC(=O)N1[C@@H](CC(C1)=C=O)CC1=CNC2=CC(=CC=C12)F (R)-2-(6-fluoro-1H-indol-3-yl)methyl-4-carbonylpyrrolidine-1-carboxylic acid benzyl ester